BrC=1C=C(C=C(C1)Cl)NC(NC1=C(C(=O)NCCN)C=CC(=C1)OC)=O 2-[3-(3-bromo-5-chlorophenyl)ureido]-4-methoxy-N-(2-amino-ethyl)benzamide